N,N-bis(2,4-dimethoxybenzyl)-2-methyl-1-oxopropane-2-sulfonamide COC1=C(CN(S(=O)(=O)C(C=O)(C)C)CC2=C(C=C(C=C2)OC)OC)C=CC(=C1)OC